3,4-difluorophenylhydrazine hydrochloride Cl.FC=1C=C(C=CC1F)NN